The molecule is a 1-alkyl-2-acyl-sn-glycerol in which the alkyl and acyl groups are specified as palmityl (hexadecyl) and arachidonoyl respectively. It contains a palmityl group. It derives from an arachidonic acid. CCCCCCCCCCCCCCCCOC[C@H](CO)OC(=O)CCC/C=C\\C/C=C\\C/C=C\\C/C=C\\CCCCC